COC=1C=C(C=CC1)C=1N=C(SC1)NC(=N)N (4-(3-methoxyphenyl)-1,3-thiazol-2-yl)guanidine